N-(1-naphthylmethyl)-1-phenyl-methanamine C1(=CC=CC2=CC=CC=C12)CNCC1=CC=CC=C1